N-(7-phenethyl-7-azaspiro[3.5]nonan-2-yl)-N-phenylfuran-2-carboxamide hydrochloride Cl.C(CC1=CC=CC=C1)N1CCC2(CC(C2)N(C(=O)C=2OC=CC2)C2=CC=CC=C2)CC1